2-chloromethyl-3-methyl-4-(3-methoxypropoxy)pyridine hydrochloride Cl.ClCC1=NC=CC(=C1C)OCCCOC